FC1=C(OC2=CC3=C(N(C=N3)C)C=C2)C=CC(=C1)[N+](=O)[O-] 5-(2-fluoro-4-nitrophenoxy)-1-methyl-1,3-benzodiazole